C(C)(C)(C)N1N=C(C=C1NC(OCC1=CC=CC=C1)=O)C1CC=CC1 benzyl (1-(tert-butyl)-3-(cyclopent-3-en-1-yl)-1H-pyrazol-5-yl)carbamate